((4-(ethoxycarbonyl)phenoxy)methyl)azetidine-1-carboxylic acid tert-butyl ester C(C)(C)(C)OC(=O)N1C(CC1)COC1=CC=C(C=C1)C(=O)OCC